FC(C)(F)C1=NC(=CC(=N1)NC1=CC(=NC=C1OCCN(C)C)NC(OC)=O)CC methyl (4-((2-(1,1-difluoroethyl)-6-ethylpyrimidin-4-yl)amino)-5-(2-(dimethylamino)ethoxy)pyridin-2-yl)carbamate